OC1=C(C=CC(=C1)O)C(CCC(=O)NC(C)C)C 4-(2,4-dihydroxyphenyl)-N-(propan-2-yl)pentanamide